salicylidene-N'-salicyloyl-hydrazine C(C=1C(O)=CC=CC1)=NNC(C=1C(O)=CC=CC1)=O